γ-aminopropyltrimethoxysilane hydrochloride Cl.NCCC[Si](OC)(OC)OC